Ethoxyethoxyethylacrylat C(C)OCCOCCOC(C=C)=O